OCC1CN(CCO1)C=1C=C(C=CC1)[C@H](C)NC(C=CC1=CC=CC=C1)=O (S)-N-{1-[3-(2-Hydroxymethyl-morpholin-4-yl)-phenyl]-ethyl}-3-phenyl-acrylamide